N1=CC=CC=2C(NC3=C(C12)C=CC=C3)=O 6H-benzo[h]1,6-naphthyridin-5-one